[Na+].CN(C([S-])=S)C N,N-dimethyl-dithiocarbamic acid sodium salt